5-amino-N-{4-[(3R,4R,5S)-3-amino-4-hydroxy-5-methylpiperidin-1-yl]-6,7-dihydro-5H-cyclopenta[b]pyridin-3-yl}-2-(2,6-difluorophenyl)-1,3-thiazole-4-carboxamide NC1=C(N=C(S1)C1=C(C=CC=C1F)F)C(=O)NC=1C(=C2C(=NC1)CCC2)N2C[C@H]([C@@H]([C@H](C2)C)O)N